FC=1C=C(C=CC1F)N1C2=CC=3C=NNC3N=C2C=C1C(C)C 10-(3,4-difluorophenyl)-11-isopropyl-2,4,5,10-tetrazatricyclo[7.3.0.03,7]dodeca-1,3(7),5,8,11-pentaene